3-(3-fluoro-4-nitrophenyl)-5-(4-(trifluoromethoxy)phenyl)-1,2,4-oxadiazole FC=1C=C(C=CC1[N+](=O)[O-])C1=NOC(=N1)C1=CC=C(C=C1)OC(F)(F)F